ClC1=NC(=C(C(C1)=O)C)Cl 2,6-Dichloro-5-methylpyridin-4(3H)-one